6-chlorobenzo[d]oxazole-2-carboxylic acid ClC1=CC2=C(N=C(O2)C(=O)O)C=C1